2-[(10S)-12-[[1-[1-(4-piperidyl)-4-piperidyl]-4-piperidyl]methyl]-1,5,6,8,12-pentazatricyclo[8.4.0.02,7]tetradeca-2,4,6-trien-4-yl]phenol N1CCC(CC1)N1CCC(CC1)N1CCC(CC1)CN1C[C@@H]2CNC3=NN=C(C=C3N2CC1)C1=C(C=CC=C1)O